O1CCC(CC1)N1CCNCC1 1-(tetrahydropyran-4-yl)piperazine